C1(CCCCC1)C1=CN(C2=CC=CC=C12)C1=C(C=CC2=CC=CC=C12)O 1-(3-Cyclohexyl-1H-indol-1-yl)naphthalen-2-ol